5-(1-((tert-butyldimethylsilyl)oxy)-2-methylpropan-2-yl)-2-methoxybenzenesulfonamide [Si](C)(C)(C(C)(C)C)OCC(C)(C)C=1C=CC(=C(C1)S(=O)(=O)N)OC